2-((3-hydroxy-3-methylazetidin-1-yl)methyl)-4H-pyrido[1,2-a]pyrimidin-4-one OC1(CN(C1)CC=1N=C2N(C(C1)=O)C=CC=C2)C